NC1N(C=CC2=C1C1CCC(C2)N1)C1=CC(=C(C=C1)Cl)Cl (±)-1-amino-N-(3,4-dichlorophenyl)-6,7,8,9-tetrahydro-5H-6,9-epiminocyclohepta[c]pyridine